6-acetyl-3-bromo-1-methyl-7,8-dihydro-5H-1,6-naphthyridin-2-one C(C)(=O)N1CC=2C=C(C(N(C2CC1)C)=O)Br